3-(1-hydroxy-2,2-dimethyl-3-((methylsulfonyl)oxy)propyl)-3-phenethylpyrrolidine-1-carboxylic acid tert-butyl ester C(C)(C)(C)OC(=O)N1CC(CC1)(CCC1=CC=CC=C1)C(C(COS(=O)(=O)C)(C)C)O